BrC=1C=NC(=NC1)C1(CN(C1)C(=O)OC(C)(C)C)O tert-butyl 3-(5-bromopyrimidin-2-yl)-3-hydroxyazetidine-1-carboxylate